benzyl (2-piperidin-1-yl-ethyl)-pyrrolidin-3-ylmethyl-carbamate trifluoroacetate FC(C(=O)O)(F)F.N1(CCCCC1)CCN(C(OCC1=CC=CC=C1)=O)CC1CNCC1